CC(CO)C(CC)C 2,3-dimethyl-1-pentanol